Tert-butyl 5-[1-(2,6-dioxo-3-piperidyl)-3-methyl-2-oxo-benzimidazol-4-yl]-3,6-dihydro-2H-pyridine-1-carboxylate O=C1NC(CCC1N1C(N(C2=C1C=CC=C2C2=CCCN(C2)C(=O)OC(C)(C)C)C)=O)=O